ethyl 2-methyl-5-(((2-(trifluoromethyl)pyridin-3-yl)oxy)methyl)benzofuran-3-carboxylate CC=1OC2=C(C1C(=O)OCC)C=C(C=C2)COC=2C(=NC=CC2)C(F)(F)F